COC=1C=C(C=CC1OC)[C@@]12CCN([C@H]2CC(=CC1)C1=NC=CC=C1C(=O)[O-])C 2-[(3aS,7aS)-3a-(3,4-dimethoxyphenyl)-1-methyl-3,4,7,7a-tetrahydro-2H-indol-6-yl]pyridine-3-carboxylate